C1(CCC1)OC1=CC=2N(C=C1C(=O)NC1=NN(C=C1)C)C=C(N2)[C@]21CO[C@](CC2)(C1)C 7-cyclobutoxy-N-(1-methyl-1H-pyrazol-3-yl)-2-((1R,4S)-1-methyl-2-oxabicyclo[2.2.1]heptan-4-yl)imidazo[1,2-a]pyridine-6-carboxamide